COC1=CC=C(CN2C(C(CCC2=O)N2C(C3=CC=C(C=C3C2)C2=CC(=NN2)C(F)(F)F)=O)=O)C=C1 (4-methoxybenzyl)-3-(1-oxo-5-(3-(trifluoromethyl)-1H-pyrazol-5-yl)isoindolin-2-yl)piperidine-2,6-dione